C(C)OC(=O)C1=CC2=C(S1)C=C(C=C2)OCC2=NC=CC=C2 6-(pyridin-2-ylmethoxy)benzo[b]thiophene-2-carboxylic acid ethyl ester